2',6'-bis(benzyloxy)-4-chloro-6-methyl-2,3'-bipyridine C(C1=CC=CC=C1)OC1=NC(=CC=C1C1=NC(=CC(=C1)Cl)C)OCC1=CC=CC=C1